ClC1=NC=CC(=N1)COC1=CC=C(C=C1)C(C)(C)C1=CC(=C(C(=C1)Cl)OCCCl)Cl 2-Chloro-4-((4-(2-(3,5-dichloro-4-(2-chloroethoxy)phenyl)propan-2-yl)phenoxy)methyl)pyrimidine